4-[3-[(E)-3-methoxy-1-methyl-3-oxo-prop-1-enoxy]phenyl]piperidine-1-carboxylic acid tert-butyl ester C(C)(C)(C)OC(=O)N1CCC(CC1)C1=CC(=CC=C1)O\C(=C\C(=O)OC)\C